1-benzyl-5-hydroxy-N-methyl-2-oxo-2,3-dihydro-1H-benzo[b]azepine-4-carboxamide C(C1=CC=CC=C1)N1C2=C(C(=C(CC1=O)C(=O)NC)O)C=CC=C2